O1C(=NC=C1)C(=O)N1[C@H](C2=C(CC1)NC=N2)C2=NN1C(C(=CC=C1)C(F)(F)F)=C2 (R)-oxazol-2-yl(4-(4-(trifluoromethyl)pyrazolo[1,5-a]pyridin-2-yl)-1,4,6,7-tetrahydro-5H-imidazo[4,5-c]pyridin-5-yl)methanone